FC1(CCC(CC1)N[C@@H]1[C@H](CCCC1)N(C=1C=C2CN(C(C2=CC1)=O)C1C(NC(CC1)=O)=O)C)F 3-(5-(((1S,2S)-2-((4,4-difluorocyclohexyl)amino)cyclohexyl)(methyl)amino)-1-oxoisoindolin-2-yl)piperidine-2,6-dione